1-(benzo[d]thiazol-5-yl)-N-((2-methylcyclohexyl)methyl)methanamine S1C=NC2=C1C=CC(=C2)CNCC2C(CCCC2)C